C(=O)O.NC1=CC(=CC(=N1)COCC=1C=C(C(=C(C1)NC1=C(C(=O)NC([2H])([2H])[2H])C=CC(=N1)Cl)OC)C1=NN(C=N1)C1CC1)F ((5-(((6-amino-4-fluoropyridin-2-yl)methoxy)methyl)-3-(1-cyclopropyl-1H-1,2,4-triazol-3-yl)-2-methoxyphenyl)amino)-6-chloro-N-(methyl-d3)nicotinamide formate